Z-8-tetradecenyl alcohol C(CCCCCC\C=C/CCCCC)O